tert-butyl 3-(4-(4-fluoro-2-(trifluoromethyl)phenyl)piperidine-1-carbonyl)-6,7-dihydro-1H-pyrazolo[4,3-c]pyridine-5(4H)-carboxylate FC1=CC(=C(C=C1)C1CCN(CC1)C(=O)C1=NNC2=C1CN(CC2)C(=O)OC(C)(C)C)C(F)(F)F